The molecule is a thioselenide in which a selenium atom is attached to the sulfur atoms of two molecules of glutathione. It is an initial metabolite of selenite, SeO3(2-). It has a role as a metabolite and an Escherichia coli metabolite. It is a thioselenide and a glutathione derivative. It derives from a glutathioselenol. It is a conjugate acid of a selenodiglutathione(2-). C(CC(=O)N[C@@H](CS[Se]SC[C@@H](C(=O)NCC(=O)O)NC(=O)CC[C@@H](C(=O)O)N)C(=O)NCC(=O)O)[C@@H](C(=O)O)N